1-[3-Acetyl-6-[6-[(6-methylpyridazin-3-yl)amino]imidazo[4,5-c]pyridin-3-yl]-2-pyridinyl]-5-methyl-pyrazole-3-carbonitrile C(C)(=O)C=1C(=NC(=CC1)N1C=NC2=C1C=NC(=C2)NC=2N=NC(=CC2)C)N2N=C(C=C2C)C#N